N-(5-CYANO-6-(2H-1,2,3-TRIAZOL-2-YL)PYRIDIN-3-YL)-4-CYCLOPROPYL-3-(PYRIDIN-2-YL)ISOTHIAZOLE-5-CARBOXAMIDE C(#N)C=1C=C(C=NC1N1N=CC=N1)NC(=O)C1=C(C(=NS1)C1=NC=CC=C1)C1CC1